C(CC(=C)B1OC(C)(C)C(C)(C)O1)O 3-buten-1-ol-3-boronic acid pinacol ester